3,3,3-trichloropropionyl isocyanate ClC(CC(=O)N=C=O)(Cl)Cl